C(=CC)N1SC2=C(C1)C=CC(=C2C)F 2-(propenyl)-6-fluoro-7-methylbenzo[d]isothiazol